C(C)(C)(C)[SiH3] t-butylsilane